FC1=C(CC=2NC(=NN2)C(=O)[O-])C(=CC=C1)F.[Li+] lithium 5-(2,6-difluorobenzyl)-4H-1,2,4-triazole-3-carboxylate